CC(C=O)CCC1=CC=CC=C1 2-methyl-4-phenylbutanal